ClC1=C(C=C(C=2C3=C(NC12)CCNC3)O)Cl 6,7-dichloro-2,3,4,5-tetrahydro-1H-pyrido[4,3-b]indol-9-ol